CN(C(C(=O)C1=CNC2=CC=CC(=C12)CC(=O)O)=O)C.C(#N)/C(/C(=O)NC=1SC=CN1)=C\C1=CC(=C(C(=C1)[N+](=O)[O-])O)O (E)-2-cyano-3-(3,4-dihydroxy-5-nitrophenyl)-N-(thiazol-2-yl)acrylamide 3-[2-(dimethylamino)-2-oxoacetyl]-1H-indol-4-yl-acetate